2-Bromo-N-phenylbenzamide BrC1=C(C(=O)NC2=CC=CC=C2)C=CC=C1